COC(\C(=C/OC)\C1=C(C=CC=C1F)Cl)=O.ClC1=CC=C(CNC(NCCCCCC(=O)NC2=C(C=CC=C2)F)=O)C=C1 6-(3-(4-chlorobenzyl)ureido)-N-(2-fluorophenyl)hexanamide (Z)-methyl-2-(2-chloro-6-fluorophenyl)-3-methoxypropenoate